benzyl 4-[4-(tert-butoxycarbonyl)piperazin-1-yl]-2,3-dihydroindole-1-carboxylate C(C)(C)(C)OC(=O)N1CCN(CC1)C1=C2CCN(C2=CC=C1)C(=O)OCC1=CC=CC=C1